5-(indolizine-2-carbonyl)-N-[(2R)-1,1,1-trifluoropropan-2-yl]-2H,4H,5H,6H,7H-pyrazolo[4,3-c]pyridine-3-carboxamide C=1C(=CN2C=CC=CC12)C(=O)N1CC=2C(CC1)=NNC2C(=O)N[C@@H](C(F)(F)F)C